FC1=CC=C(COC=2C=CC=CC2)C=C1 3-((4-fluorobenzyl)oxy)benzene